NC1=C2C(=NC(=N1)Cl)N(N=C2)CC=2C=C(CCN1C=C(C=CC1=O)C=O)C=C(C2)Br 1-(3-((4-amino-6-chloro-1H-pyrazolo[3,4-d]pyrimidin-1-yl)methyl)-5-bromophenethyl)-6-oxo-1,6-dihydropyridine-3-carboxaldehyde